COC1=C(CNC2=NC=3C(=CC(=CC3C=3N2N=C(N3)CC=3C(=C(C(=O)N)C(=CC3)F)F)F)OC)C=CC(=C1)OC ((5-((2,4-dimethoxybenzyl)amino)-9-fluoro-7-methoxy-[1,2,4]triazolo[1,5-c]quinazolin-2-yl)methyl)-2,6-difluorobenzamide